3-(4-Cyclopropyl-2,5-dioxoimidazolidin-4-yl)propionic acid tert-butyl ester C(C)(C)(C)OC(CCC1(NC(NC1=O)=O)C1CC1)=O